O1C=CC2=C1C=CC(=C2)C[C@H](CC)N[S@@](=O)C(C)(C)C (S)-N-((S)-1-(benzofuran-5-yl)butan-2-yl)-2-methylpropane-2-sulfinamide